BrC1=CC(=CC2=C1N(C(N2)=O)C)Cl 7-bromo-5-chloro-1-methyl-1,3-dihydro-2H-benzo[d]imidazol-2-one